[C@@H]1(C[C@H](O)[C@@H](CO)O1)N1C(=O)NC(=O)C(I)=C1 idoxuridine